CN(C1=CC2=C(C=C(O2)C(=O)NS(=O)(=O)CC2=NC=CC=C2)C=C1)C 6-(dimethylamino)-N-[(pyridin-2-yl)methanesulfonyl]-1-benzofuran-2-carboxamide